(1R)-2-amino-1-(1H-indol-3-yl)ethanol NC[C@H](O)C1=CNC2=CC=CC=C12